C(CCC(=O)[O-])(=O)[O-].CC(C)CCC[C@@H](C)[C@H]1CC[C@H]2[C@@H]3CC=C4C[C@@H](O)CC[C@]4(C)[C@H]3CC[C@]12C.OCC[N+](C)(C)C.OCC[N+](C)(C)C choline cholesterol hemisuccinate